C[C@@H]1CC2=C(N=C(N(C2=O)C2=CC=C(C=C2)C(NC)=O)SC)CN1C(=O)OC(C)(C)C tert-butyl (R)-6-methyl-3-(4-(methylcarbamoyl)phenyl)-2-(methylthio)-4-oxo-4,5,6,8-tetrahydropyrido[3,4-d]pyrimidine-7(3H)-carboxylate